1-(7-(7-(1,7-dihydropyrazolo[4,3-f]indazol-4-yl)-2-(1-methylpiperidine-4-yl)-8-(2,2,2-trifluoroethoxy)-6-vinylquinazolin-4-yl)-2,7-diazaspiro[3.5]nonan-2-yl)prop-2-en-1-one N1N=CC2=C(C3=C(C=C12)NN=C3)C3=C(C=C1C(=NC(=NC1=C3OCC(F)(F)F)C3CCN(CC3)C)N3CCC1(CN(C1)C(C=C)=O)CC3)C=C